FC(C1=NN=C(S1)C1=NC(=NC2=C(C=C(C=C12)S(=O)(=O)NC1(CC1)C)N1C[C@@H](N[C@H](C1)C)CO)C)F |r| rac-4-(5-(difluoromethyl)-1,3,4-thiadiazol-2-yl)-8-((3R,5S)-3-(hydroxymethyl)-5-methylpiperazin-1-yl)-2-methyl-N-(1-methylcyclopropyl)quinazoline-6-sulfonamide